(S)-5-(5-(2-hydroxy-6-methyl-4-(trifluoromethyl)phenyl)-2H-[1,2,3]triazolo[4,5-b]pyridin-2-yl)-1-methylpiperidin-2-one OC1=C(C(=CC(=C1)C(F)(F)F)C)C=1C=CC=2C(N1)=NN(N2)[C@H]2CCC(N(C2)C)=O